2-(2-methylcyclohexyl)-2-(3,3,3-trichloropropyl)-1,3-dimethoxypropane CC1C(CCCC1)C(COC)(COC)CCC(Cl)(Cl)Cl